ClC=1C=C2C=CC(=NC2=CC1)C(=O)NN1CCC(CC1)C(=O)OCC ethyl 1-(6-chloroquinoline-2-carboxamido)piperidine-4-carboxylate